BrC1=NC2=C3N=C(C=CC3=CC=C2C=C1)Br 2,9-dibromophenanthroline